tetrahydrofuran-3,4-diyldibenzoate O1CC(C(C1)C1=C(C(=O)[O-])C=CC=C1)C1=C(C(=O)[O-])C=CC=C1